(2-(benzyloxy)-4,6-dihydroxyphenyl)methanone C(C1=CC=CC=C1)OC1=C(C(=CC(=C1)O)O)C=O